bromo-8'-chloro-8-methyl-2'H-8-azaspiro[bicyclo[3.2.1]octane-3,3'-imidazo[1,5-a]pyridine]-1',5'-dione BrN1C2(N3C(=C(C=CC3=O)Cl)C1=O)CC1CCC(C2)N1C